Tert-butyl-dimethyl-(4-piperidyloxy)silane C(C)(C)(C)[Si](OC1CCNCC1)(C)C